C1(=CC=CC2=CC=CC=C12)CSC1=NNC(=N1)CCC 3-[(naphthalen-1-ylmethyl)sulfanyl]-5-propyl-[1,2,4]triazol